NC1=C(N=CC2=C(C(=CC=C12)F)C=1C(=NC=CC1)OC)C(=O)NCCC 4-amino-7-fluoro-8-(2-methoxypyridin-3-yl)-N-propylisoquinoline-3-carboxamide